C(CCCCCCC\C=C/CCCCCCCC)N cis-oleyl-amine